O1C2=C(NCC1)C=C(C=C2)C=2C=CC=C1C=NC(=NC21)NC=2C=CC1=C(CC[C@H](CC1)N1CCCC1)C2 (S)-8-(3,4-dihydro-2H-benzo[b][1,4]oxazin-6-yl)-N-(7-(pyrrolidin-1-yl)-6,7,8,9-tetrahydro-5H-benzo[7]annulen-2-yl)quinazolin-2-amine